NCCNC([C@H](CCN(C(CO)=O)[C@H](C(C)(C)C)C1=NN(C=C1CC1=CC=CC=C1)C1=C(C=CC(=C1)F)F)NC(OC(C)(C)C)=O)=O tert-butyl {(2S)-1-[(2-aminoethyl)amino]-4-[{(1R)-1-[4-benzyl-1-(2,5-difluorophenyl)-1H-pyrazol-3-yl]-2,2-dimethylpropyl}(glycoloyl)amino]-1-oxobutan-2-yl}carbamate